7,18-bis(4-phenyldiazenylphenyl)-7,18-diazaheptacyclo[14.6.2.22,5.03,12.04,9.013,23.020,24]hexacosa-1(23),2,4,9,11,13,15,20(24),21,25-decaene-6,8,17,19-tetrone C1(=CC=CC=C1)N=NC1=CC=C(C=C1)N1C(C2=C3C4=C(C=5C=CC=6C(N(C(C7=CC=C(C4=CC=C3C1=O)C5C67)=O)C6=CC=C(C=C6)N=NC6=CC=CC=C6)=O)C=C2)=O